1-((4'-(1,1,1,3,3,3-hexafluoro-2-hydroxypropan-2-yl)-2-methyl-[1,1'-biphenyl]-4-yl)methyl)-4-(pyridin-4-ylmethyl)piperazine-2-carboxylic acid FC(C(C(F)(F)F)(O)C1=CC=C(C=C1)C1=C(C=C(C=C1)CN1C(CN(CC1)CC1=CC=NC=C1)C(=O)O)C)(F)F